CS(=O)(=O)N1CC(C1)O 1-(Methylsulfonyl)azetidine-3-ol